ClC1=NN(C=C1)C=1C(N(N=C(C1O)CC)C1=C(C=C(C=C1C)SC(F)(F)F)C)=O 4-(3-chloro-1H-pyrazol-1-yl)-2-{2,6-dimethyl-4-[(trifluoromethyl)thio]phenyl}-6-ethyl-5-hydroxypyridazin-3(2H)-one